3-({[(1R)-6-[(1-benzofuran-5-yl)(methyl)amino]-1,2,3,4-tetrahydronaphthalen-1-yl]methyl}amino)pyridine-4-carboxylic acid O1C=CC2=C1C=CC(=C2)N(C=2C=C1CCC[C@H](C1=CC2)CNC=2C=NC=CC2C(=O)O)C